CN=S1(CCN(CC1)CC1NC2=C(OC1)C=C(C=C2[N+](=O)[O-])S(=O)(=O)NC(C2=CC=CC=C2)=O)=O N-((3-((1-(methylimino)-1-oxido-1λ6-thiomorpholino)methyl)-5-nitro-3,4-dihydro-2H-benzo[b][1,4]oxazin-7-yl)sulfonyl)benzamide